C(C1=CC=CC=C1)N1C2CC(CC1CCC2)=O 9-benzyl-9-azabicyclo[3.3.1]nonan-3-one